C/1=C/CCCCCC1 cis-Cycloocten